FC1=CC=C(C=C1)[C@H]1[C@@H](C1)NCC[C@@H](C(=O)N1CCN(CC1)S(=O)(=O)C)NC(=O)C1=CC=CC2=CC=CC=C12 N-((S)-4-((1R,2S)-2-(4-fluorophenyl)cyclopropylamino)-1-(4-(methylsulfonyl)piperazin-1-yl)-1-oxobutan-2-yl)-1-naphthamide